(S)-2-(3,3-diethylureido)-4-(((S)-2-methoxypropyl)(4-(5,6,7,8-tetrahydro-1,8-naphthyridin-2-yl)butyl)amino)butanoic acid C(C)N(C(N[C@H](C(=O)O)CCN(CCCCC1=NC=2NCCCC2C=C1)C[C@H](C)OC)=O)CC